(2R,3R,4S,5R)-2-{6-{2-{(E)-[5-(4-bromophenyl)furan-2-yl]methylene}hydrazino}-9H-purin-9-yl}-5-(hydroxymethyl)tetrahydrofuran-3,4-diol BrC1=CC=C(C=C1)C1=CC=C(O1)\C=N\NC1=C2N=CN(C2=NC=N1)[C@@H]1O[C@@H]([C@H]([C@H]1O)O)CO